FC1=C(C(=C(C(=C1F)F)F)F)OC(CCCCCCCCCCCCCC(=O)OC(C)(C)C)=O pentadecanedioic acid 1-tert-butyl 15-(perfluorophenyl) ester